TETRAHYDRONAPHTHYRIDINONE N1C(CCC2CC=CN=C12)=O